2,3-diamino-5-chloropyridine NC1=NC=C(C=C1N)Cl